3-[(4-fluorophenyl)sulphonyl]-2-propenenitrile FC1=CC=C(C=C1)S(=O)(=O)C=CC#N